N-(4-((3-fluoro-4-(pyridin-2-ylmethoxy)phenyl)amino)-5-methoxyquinazolin-6-yl)-3-(1-methylpyrrolidin-2-yl)acrylamide FC=1C=C(C=CC1OCC1=NC=CC=C1)NC1=NC=NC2=CC=C(C(=C12)OC)NC(C=CC1N(CCC1)C)=O